ClC=1C=CC=CC1Cl 5,6-dichlorobenzene